3,4,5-trichlorotoluene ClC=1C=C(C)C=C(C1Cl)Cl